ClC=1N(C(C2=C(N1)CN(CC2)C(=O)OC(C)(C)C)=O)C2=CC=C(C=C2)OC t-butyl 2-chloro-3-(4-methoxyphenyl)-4-oxo-4,5,6,8-tetrahydropyrido[3,4-d]pyrimidine-7(3H)-carboxylate